C(C1=CC=CC=C1)OC[C@]1(C[C@H](CC1)N(S(=O)(=O)C)CC1=CC=C(C=C1)OC)C(=O)N (1S,3S)-1-((benzyloxy)methyl)-3-(N-(4-methoxybenzyl)methylsulfonamido)cyclopentane-1-carboxamide